tert-butyl 3-((6-chloro-3-methylpyridin-2-yl)amino)azetidine-1-carboxylate ClC1=CC=C(C(=N1)NC1CN(C1)C(=O)OC(C)(C)C)C